4-(4-(1H-pyrazol-1-yl)benzyl)-5-methyl-6-(1-methyl-1H-pyrazol-3-yl)-N-(tetrahydro-2H-pyran-4-yl)picolinamide N1(N=CC=C1)C1=CC=C(CC2=CC(=NC(=C2C)C2=NN(C=C2)C)C(=O)NC2CCOCC2)C=C1